vinyldimethylsiloxy silicate [Si](OO[Si](C)(C)C=C)([O-])([O-])[O-]